3-([1,1'-biphenyl]-2-carboxamidomethyl)-5-benzyl-4,5-dihydroisoxazole C=1(C(=CC=CC1)C(=O)NCC1=NOC(C1)CC1=CC=CC=C1)C1=CC=CC=C1